OC[C@@H]1N(CCC1)CC1(OC2=C(C(=C(C(=C2CC1)C)O)C)C)C ((R-2-(hydroxymethyl)pyrrolidin-1-yl)methyl)-2,5,7,8-tetramethylchroman-6-ol